C(C)(C)(C)C1=C(C=C(C=C1)CC(=O)NC1=CCN(C=C1)C1[C@H](CCCC1)O)O 4-[[2-(4-tert.-Butyl-3-hydroxyphenyl)acetyl]amino]-N-[(2S)-2-hydroxycyclohexyl]pyridin